3-bromo-6,8-difluoro-2,2-dimethyl-7-((triisopropylsilyl)oxy)chroman-4-ol BrC1C(OC2=C(C(=C(C=C2C1O)F)O[Si](C(C)C)(C(C)C)C(C)C)F)(C)C